butyltrimethylammonium sulfate S(=O)(=O)([O-])[O-].C(CCC)[N+](C)(C)C.C(CCC)[N+](C)(C)C